9,10-anthraquinone diimide C1=CC=CC=2C(C3=CC=CC=C3C(C12)=N)=N